CC1(OC2=C(C1)C=C(C(=C2)OCC2=NNC(=C2)C)NC(=O)C=2C=NN1C2N=CC=C1)C N-[2,2-Dimethyl-6-[(5-methyl-1H-pyrazol-3-yl)methoxy]-3H-benzofuran-5-yl]pyrazolo[1,5-a]pyrimidine-3-carboxamide